N-(2-ethoxyphenyl)-N'-(2-ethylphenyl)-ethylenediamine C(C)OC1=C(C=CC=C1)NCCNC1=C(C=CC=C1)CC